t-butyl p-[3-(tritylthio)propoxy]benzoate C(C1=CC=CC=C1)(C1=CC=CC=C1)(C1=CC=CC=C1)SCCCOC1=CC=C(C(=O)OC(C)(C)C)C=C1